4-[5-(6-chloro-2-oxo-4-phenyl-1H-quinolin-3-yl)-3-[4-(4-methoxyphenyl)phenyl]-3,4-dihydropyrazol-2-yl]-4-oxo-butanoic acid ClC=1C=C2C(=C(C(NC2=CC1)=O)C=1CC(N(N1)C(CCC(=O)O)=O)C1=CC=C(C=C1)C1=CC=C(C=C1)OC)C1=CC=CC=C1